Racemic-N-(8,9-difluoro-6-oxo-1,4,5,6-tetrahydro-2H-pyrano[3,4-c]isoquinolin-1-yl)-4-fluoro-N-methyl-1H-indole-2-carboxamide FC=1C(=CC=2C3=C(NC(C2C1)=O)COC[C@@H]3N(C(=O)C=3NC1=CC=CC(=C1C3)F)C)F |r|